1,4-diisocyanato-methyl-cyclohexane N(=C=O)C1(CCC(CC1)N=C=O)C